C(CCCCCCCC)(=O)OCOC1=NC2=CC(=CC=C2C=C1)OCCCCN1CCN(CC1)C1=CC=CC=2SC=CC21 (7-(4-(4-(benzo[b]thiophen-4-yl)piperazin-1-yl)butoxy)quinolin-2-yloxy)methyl nonanoate